C(C)(C)(C)OC(CN(C1CC1)C1=CC(=C(C=C1)Cl)[N+](=O)[O-])=O N-(4-chloro-3-nitrophenyl)-N-cyclopropylglycine tert-butyl ester